8-(3-amino-5-fluoropyridin-4-yl)-3-methyl-1-oxa-3,8-diazaspiro[4.5]decan-2-one NC=1C=NC=C(C1N1CCC2(CN(C(O2)=O)C)CC1)F